C(C)(=O)N1CCN(CC1)C1=C(N(C=2N(C1=O)N=C(N2)C=2CCOCC2)CC(=O)NC2=CC=C(C=C2)C(F)(F)F)C2CC2 2-(6-(4-acetylpiperazin-1-yl)-5-cyclopropyl-2-(3,6-dihydro-2H-pyran-4-yl)-7-oxo-[1,2,4]triazolo[1,5-a]pyrimidin-4(7H)-yl)-N-(4-(trifluoromethyl)phenyl)acetamide